6,6-difluoro-3-Azabicyclo[3.1.0]hexane hydrochloride Cl.FC1(C2CNCC12)F